BrC1=C(C=C(N)C=C1C)C 4-bromo-3,5-dimethylaniline